C1(CCCCC1)C(=O)OCC(CCCC)CC 2-ethylhexyl cyclohexyl-carboxylate